7-bromo-4-(4-methoxybenzyl)-3,4-dihydropyrido[3,2-f][1,4]oxazepin-5(2H)-one BrC1=CC=2C(N(CCOC2N=C1)CC1=CC=C(C=C1)OC)=O